NC([C@H](C[C@H]1C(NCC1)=O)NC(=O)[C@H]1N(C[C@@H](C1)C1=CC=CC=C1)C(\C=C\C1=C(C=C(C=C1)Cl)F)=O)=O (2S,4S)-N-((S)-1-amino-1-oxo-3-((S)-2-oxopyrrolidin-3-yl)propan-2-yl)-1-((E)-3-(4-chloro-2-fluorophenyl)acryloyl)-4-phenylpyrrolidine-2-carboxamide